N1C[C@@H](CCC1)N(C(=O)C1=CC=C(C=N1)C1=NC=CC=C1)C1=NC2=CC=CC=C2C=C1 (R)-N-(piperidin-3-yl)-N-(quinolin-2-yl)-[2,3'-bipyridine]-6'-carboxamide